BrC1=CC=2N(C(=C1NC(=O)C1=CC(=NN1C1=NC=CC=C1Cl)OC)C(=O)NC(C)C1CC1)N=CC2 5-Bromo-6-(1-(3-chloropyridin-2-yl)-3-methoxy-1H-pyrazol-5-carboxamido)-N-(1-cyclopropylethyl)pyrazolo[1,5-a]pyridin-7-carboxamid